3-{[1-(4-chloro-3-fluorophenyl)-3-methyl-1H-1,2,4-triazol-5-yl]methyl}-1-{[1-(8-fluoroquinolin-3-yl)-1H-1,2,4-triazol-5-yl]methyl}urea ClC1=C(C=C(C=C1)N1N=C(N=C1CNC(NCC1=NC=NN1C=1C=NC2=C(C=CC=C2C1)F)=O)C)F